COC1=CC(=NC=N1)NC1=NC(=NN2C1=C(C(=C2)C=2C=NC=CC2)C2=NC=CC=C2)C=2N(C=CN2)C N-(6-Methoxypyrimidin-4-yl)-2-(1-methyl-1H-imidazol-2-yl)-5-(pyridin-2-yl)-6-(pyridin-3-yl)pyrrolo[2,1-f][1,2,4]triazin-4-amine